ClC=1C=NC=C(C1[C@@H](C)OC1=C2C(=NN(C2=CC(=C1)F)C1OCCCC1)C=1C=NC(=C(C1)F)F)Cl ((R)-1-(3,5-dichloropyridin-4-yl)ethoxy)-3-(5,6-difluoropyridin-3-yl)-6-fluoro-1-(tetrahydro-2H-pyran-2-yl)-1H-indazole